C1(CCCCC1)N1N=CC=2C1=NC(=NC2NC2=NNC(=C2)C)NCC2=CC=C(C=C2)Cl 1-cyclohexyl-N6-(4-chlorobenzyl)-N4-(5-methyl-1H-pyrazol-3-yl)-1H-pyrazolo[3,4-d]Pyrimidine-4,6-diamine